ketocyclobutane O=C1CCC1